N-({(5S)-3-[3,5-difluoro-4-(thiomorpholin-4-yl)phenyl]-2-oxo-1,3-oxazolidin-5-yl}methyl)acetamide FC=1C=C(C=C(C1N1CCSCC1)F)N1C(O[C@H](C1)CNC(C)=O)=O